(1R,3S,5R)-tert-Butyl 3-((6-bromopyridin-2-yl)carbamoyl)-2-azabicyclo[3.1.0]hexane-2-carboxylate BrC1=CC=CC(=N1)NC(=O)[C@H]1N([C@@H]2C[C@@H]2C1)C(=O)OC(C)(C)C